N[C@@](C(=O)O)(CC1C2=CC=CC=C2OC=2C=CC=CC12)[C@@H]1[C@H](C1)C(=O)O (2S)-2-Amino-2-[(1S,2S)-2-carboxycycloprop-1-yl]-3-(xanth-9-yl)propanoic acid